N[Mg] Aminomagnesium